2-(5-(cyclopropyl((1S,2R,3R,5R)-2-fluoro-1,5-dimethyl-8-azabicyclo[3.2.1]octan-3-yl)amino)pyrazin-2-yl)-5-(1-methyl-1H-pyrazol-4-yl)phenol C1(CC1)N(C=1N=CC(=NC1)C1=C(C=C(C=C1)C=1C=NN(C1)C)O)[C@H]1[C@H]([C@@]2(CC[C@](C1)(N2)C)C)F